O=C1NC(CCC1NC(C1=CC=C(C=C1)N1CCC(CC1)CO)=O)=O N-(2,6-dioxopiperidin-3-yl)-4-(4-(hydroxymethyl)piperidin-1-yl)benzamide